C(C)(C)(C)OC(=O)N1[C@@H](C[C@H](CC1)N1N=CC=2C(=NC=3C(=C(C(=CC3C21)I)Br)F)SC)CCO[Si](C)(C)C(C)(C)C (2S,4S)-4-(7-bromo-6-fluoro-8-iodo-4-(methylsulfanyl)-1H-pyrazolo[4,3-c]quinolin-1-yl)-2-(2-((tert-butyldimethylsilyl)oxy)ethyl)piperidine-1-carboxylic acid tert-butyl ester